gamma-sulfhydryl-propyl-methyl-dimethoxysilane SCCC[Si](OC)(OC)C